C(C=C)(=O)N1C[C@@H](N(C[C@H]1C)C=1C2=C(N(C(N1)=O)C=1C(=NC=NC1C(C)C)C(C)C)N=C(C(=C2)F)Cl)C 4-((2S,5R)-4-propenoyl-2,5-dimethylpiperazin-1-yl)-7-chloro-1-(4,6-diisopropylpyrimidin-5-yl)-6-fluoropyrido[2,3-d]Pyrimidin-2(1H)-one